tert-butyl N-[2-[[[1-[1-[(4-methoxyphenyl)methyl]-2,6-dioxo-3-piperidyl]-3-methyl-2-oxo-benzimidazol-4-yl]amino]methyl]spiro[3.5]nonan-7-yl]-N-methyl-carbamate COC1=CC=C(C=C1)CN1C(C(CCC1=O)N1C(N(C2=C1C=CC=C2NCC2CC1(C2)CCC(CC1)N(C(OC(C)(C)C)=O)C)C)=O)=O